methyl 4-[[2-amino-4-(pentylamino)pyrrolo[3,2-d]pyrimidin-5-yl]methyl]-3-methoxy-benzoate NC=1N=C(C2=C(N1)C=CN2CC2=C(C=C(C(=O)OC)C=C2)OC)NCCCCC